FC1=C(CN2C(NC(C=C2C)=O)=O)C(=CC=C1)C(F)(F)F 1-(2-fluoro-6-(trifluoromethyl)benzyl)-6-methylpyrimidin-2,4(1H,3H)-dione